5-(3-(ethylsulfonyl)-5-(4,4,5,5-tetramethyl-1,3,2-dioxaborolan-2-yl)pyridin-2-yl)-2-(trifluoromethyl)-[1,2,4]triazolo[1,5-a]pyrimidine C(C)S(=O)(=O)C=1C(=NC=C(C1)B1OC(C(O1)(C)C)(C)C)C1=NC=2N(C=C1)N=C(N2)C(F)(F)F